ClC1=C(C(=C(C=C1OC)OC)Cl)C1=CC2=C(N=C(N=C2)N[C@@H]2COCC[C@@H]2NC(C=C)=O)C(=N1)C1CCOCC1 N-((3S,4S)-3-((6-(2,6-dichloro-3,5-dimethoxyphenyl)-8-(tetrahydro-2H-pyran-4-yl)pyrido[3,4-d]pyrimidin-2-yl)amino)tetrahydro-2H-pyran-4-yl)acrylamide